(1S,2r)-2-((S)-1-((1,3-dioxoisoindolin-2-yl)methyl)-8-(((S)-1-(thiazole-5-carbonyl)pyrrolidin-3-yl)oxy)-1,2,3,4-tetrahydroisoquinoline-2-carbonyl)-N-methylcyclohexane-1-carboxamide O=C1N(C(C2=CC=CC=C12)=O)C[C@H]1N(CCC2=CC=CC(=C12)O[C@@H]1CN(CC1)C(=O)C1=CN=CS1)C(=O)[C@H]1[C@H](CCCC1)C(=O)NC